ClC=1C(=NC(=C(C1)C1=NN=C(N1C)C1=C(C=CC=C1F)F)OC(F)F)C 3-chloro-6-(difluoromethoxy)-5-(5-(2,6-difluorophenyl)-4-methyl-4H-1,2,4-triazol-3-yl)-2-methylpyridine